BrC1=C(N)C=C(C(=C1)OCC1=CC=C(C=C1)OC)C 2-bromo-4-((4-methoxybenzyl)oxy)-5-methylaniline